4-acetoxy-3,5-diiodostyrene C(C)(=O)OC1=C(C=C(C=C)C=C1I)I